2-(5-bromopyridin-3-yl)-3-methyl-6-phenyl-2,4,5,6-tetrahydrocyclopenta[c]pyrazole BrC=1C=C(C=NC1)N1N=C2C(=C1C)CCC2C2=CC=CC=C2